C12(CC(C1)C2)C(=O)[O-] bicyclo[1.1.1]pentane-1-carboxylate